CC(C(=O)C1=CC=C(C=C1)SC)(C)N1CCOCC1 2-methyl-1-[4-(methylthio)phenyl]-2-morpholinyl-propan-1-one